(5S,7S)-5-(2,6-difluorophenyl)-7-fluoro-2-[(S)-fluoromethylsulfinyl]-6,7-dihydro-5H-pyrrolo[1,2-b][1,2,4]triazole FC1=C(C(=CC=C1)F)[C@@H]1C[C@@H](C=2N1N=C(N2)[S@](=O)CF)F